iodoketene IC=C=O